C1(CC1)C1=NN2C(N=CC(=C2)OC)=C1B1OC(C(O1)(C)C)(C)C cyclopropyl-6-methoxy-3-(4,4,5,5-tetramethyl-1,3,2-dioxaborolan-2-yl)pyrazolo[1,5-a]pyrimidine